C(CCCCCCCCCCC)OC1=C(C=C(C=C1)NC(=N)N)NC(=N)N 1,1'-[4-(dodecyloxy)-m-phenylene]bisguanidine